CC1=C(C(CC(=O)O)=CC=C1)O 3-methyl-salicyl-carboxylic acid